alpha-cyclohexyl-alpha-hydroxyphenyl-acetic acid C1(CCCCC1)C(C(=O)O)(O)C1=CC=CC=C1